5-amino-3,3-dimethyl-1H-indol-2-one hydrochloride Cl.NC=1C=C2C(C(NC2=CC1)=O)(C)C